ClC1=C(CN2N=C(C3=CC=CC=C23)N(N)C(C2=CC=CC=C2)=O)C=CC(=C1)Cl (1-(2,4-Dichlorobenzyl)-1H-indazol-3-yl)benzoyl-hydrazine